(S)-quinuclidin-3-yl((R)-5-(2-chloro-4-isopropoxyphenyl)-6-fluoro-2,2-dimethyl-2,3-dihydro-1H-inden-1-yl)carbamate N12C[C@H](C(CC1)CC2)OC(N[C@@H]2C(CC1=CC(=C(C=C21)F)C2=C(C=C(C=C2)OC(C)C)Cl)(C)C)=O